FC(C1=NC(=NO1)C1=CC=C(C=C1)CN1C(OCC1)=O)(F)F 3-[[4-[5-(trifluoromethyl)-1,2,4-oxadiazol-3-yl]phenyl]methyl]oxazolidin-2-one